FC=1C=C(C=CC1F)C=1C=C(C=NC1)OC=1C=NC(=C(C#N)C1)OC1CC2CCC(C1)N2C(C(C)(C)O)=O 5-((5-(3,4-difluorophenyl)pyridin-3-yl)oxy)-2-((8-(2-hydroxy-2-methylpropanoyl)-8-azabicyclo[3.2.1]octan-3-yl)oxy)nicotinonitrile